2-(6-oxopiperidin-3-yl)-2,3-dihydro-1H-isoindole-1,3-dione O=C1CCC(CN1)N1C(C2=CC=CC=C2C1=O)=O